BrC1=NN(C2=C1C=NC(=C2)Cl)C 3-bromo-6-chloro-1-methyl-1H-pyrazolo[4,3-c]pyridine